COC1=CC=C2C=CC(=CC2=C1)S 7-methoxynaphthalene-2-thiol